N[C@@]1(CN(CC1)C1=C(C(=CC=C1Cl)Br)CN1C2=NC=NC(=C2N=C1)N)C(=O)O (S)-3-amino-1-(2-((6-amino-9H-purin-9-yl)methyl)-3-bromo-6-chlorophenyl)pyrrolidine-3-carboxylic acid